ClC1=CC(=C(C=C1C#N)NS(=O)(=O)C=1C=C(C(=O)O)C=CC1C1CC1)OCC1(CCC1)C#N 3-(N-(4-chloro-5-cyano-2-((1-cyanocyclobutyl)methoxy)phenyl)sulfamoyl)-4-cyclopropylbenzoic acid